N-(2-bromobenzyl)-N-tosylglycine BrC1=C(CN(CC(=O)O)S(=O)(=O)C2=CC=C(C)C=C2)C=CC=C1